C(CCC)C1CCC(CC1)C1=CC=C(C=C1)C=1C(=CC(=NC1)N=C=S)F 5-[4-(4-butylcyclohexyl)phenyl]-4-fluoro-2-isothiocyanato-pyridine